tert-butyl 3-[3-methyl-4-[[(1R)-1-phenylethoxy]carbonylamino] isoxazol-5-yl]azetidine-1-carboxylate CC1=NOC(=C1NC(=O)O[C@H](C)C1=CC=CC=C1)C1CN(C1)C(=O)OC(C)(C)C